12-oxo-5α-pregnen-16-en O=C1C[C@@H]2[C@]3(CCCC[C@@H]3CC[C@H]2[C@@H]2CC=C(C=C)[C@@]12C)C